3,6-dimethyl-8-[1-[2-(methylsulfonimidoyl)anilino]ethyl]-2-morpholino-quinazolin-4-one CN1C(=NC2=C(C=C(C=C2C1=O)C)C(C)NC1=C(C=CC=C1)S(=O)(=N)C)N1CCOCC1